6-(2-(5-cyclopropyl-3-(2,6-dichlorophenyl)isoxazol-4-yl)-7-azaspiro[3.5]non-1-en-7-yl)-3-methylimidazo[1,5-a]pyridine-1-carboxylic acid C1(CC1)C1=C(C(=NO1)C1=C(C=CC=C1Cl)Cl)C1=CC2(C1)CCN(CC2)C=2C=CC=1N(C2)C(=NC1C(=O)O)C